3-[(5-bromo-2-chlorophenyl)sulfanyl]propanoic acid BrC=1C=CC(=C(C1)SCCC(=O)O)Cl